C(C)(C)(C)OC(=O)N1N=CC2=CC(=C(C=C12)OC)NC1=NC=NC(=C1)NC(C)=O 1-tert-Butoxycarbonyl-5-(6-acetylaminopyrimidin-4-ylamino)-6-methoxyindazole